1-((R)-3,3-difluorocyclopentyl)-3-(1-(4-(2,6-dioxopiperidin-3-yl)-3,5-difluorophenyl)azetidin-3-yl)urea FC1(C[C@@H](CC1)NC(=O)NC1CN(C1)C1=CC(=C(C(=C1)F)C1C(NC(CC1)=O)=O)F)F